CS(=O)(=O)C=1C(=CC=C2C(=CNC12)C1=NC(=NC=C1CCC)N[C@@H]1CNCCC1)C#N 7-methylsulfonyl-3-[2-[[(3S)-3-piperidyl]amino]-5-propyl-pyrimidin-4-yl]-1H-indole-6-carbonitrile